((3-(dimethylamino)propyl)azanediyl)bis(dodecane-1,2-diyl) dihexanoate C(CCCCC)(=O)OC(CN(CC(CCCCCCCCCC)OC(CCCCC)=O)CCCN(C)C)CCCCCCCCCC